CN1CCC(CC1)C(=O)C1=CC=CC(=N1)NC(=O)C=1OC=CC1 Furan-2-carboxylic acid [6-(1-methyl-piperidine-4-carbonyl)-pyridin-2-yl]-amide